quinolinol chlorine [Cl].N1=C(C=CC2=CC=CC=C12)O